FC(C(=O)O)(F)F.C1NCC12CNC(C2)=O 2,6-diazaspiro[3.4]octan-7-one trifluoroacetate